tert-butyl ((R)-1-(((S)-1-(((6-((((benzyloxy)carbonyl)amino)methyl)pyridin-3-yl)methyl)amino)-1-oxopropan-2-yl)amino)-1-oxo-4-phenylbutan-2-yl)carbamate C(C1=CC=CC=C1)OC(=O)NCC1=CC=C(C=N1)CNC([C@H](C)NC([C@@H](CCC1=CC=CC=C1)NC(OC(C)(C)C)=O)=O)=O